C1CCC2=C(C=3CCCC3C=C12)NC(=O)N=[S@](=O)(N)C=1SC=C(C1)C(C)C (R)-N'-((1,2,3,5,6,7-hexahydro-s-indacen-4-yl)carbamoyl)-4-isopropyl-thiophene-2-sulfonimidamide